C(C)(C)[NH2+]C(C)C.N1N=NN=C1 1H-tetrazole diisopropyl-ammonium salt